1,5-dihydroxybenzene OC1=CC=CC(=C1)O